2-benzoyl-3-methyl-5-phenylpentane-2,4-dienenitrile C(C1=CC=CC=C1)(=O)C(C#N)=C(C=CC1=CC=CC=C1)C